2,2'-ethylidenebis(4,6-di-tert-butylphenyl) fluorophosphite P1(OC2=C(C=C(C=C2C(C)(C)C)C(C)(C)C)C(C)C2=C(C(=CC(=C2)C(C)(C)C)C(C)(C)C)O1)F